(2-(Azetidin-3-yl)-2-(methylsulfonyl)ethyl)carbamic acid tert-butyl ester C(C)(C)(C)OC(NCC(S(=O)(=O)C)C1CNC1)=O